(4-FORMYL-2-METHOXY-PHENYL)-CARBAMIC ACID TERT-BUTYL ESTER C(C)(C)(C)OC(NC1=C(C=C(C=C1)C=O)OC)=O